C1=CC(=CC=C1C2=CC(=O)C3=C(C(=C(C=C3O2)O[C@H]4[C@@H]([C@H]([C@@H]([C@H](O4)CO)O)O)O)[C@H]5[C@@H]([C@H]([C@@H]([C@H](O5)CO)O)O)O)O)O The molecule is a C-glycosyl compound that is isovitexin in which the hydroxyl hydrogen at position 7 is replaced by a beta-D-glucosyl residue. It has a role as a metabolite. It is a C-glycosyl compound, a dihydroxyflavone, a glycosyloxyflavone and a monosaccharide derivative. It derives from an isovitexin.